6-fluoro-2-[4-(pyridin-2-yl)but-3-yn-1-yl]imidazo[1,2-a]pyridine mono-phosphate salt P(=O)(O)(O)O.FC=1C=CC=2N(C1)C=C(N2)CCC#CC2=NC=CC=C2